2-(2-aminoethoxy)-propanol NCCOC(CO)C